tert-butyl 8-[3-chloro-4-[(9S)-4,5,9,13-tetramethyl-3-thia-1,8,11,12-tetrazatricyclo[8.3.0.02,6]trideca-2(6),4,7,10,12-pentaen-7-yl] phenyl]-2-azaspiro[4.5]decane-2-carboxylate ClC=1C=C(C=CC1C=1C=2C(=C(SC2N2C(=NN=C2[C@@H](N1)C)C)C)C)C1CCC2(CCN(C2)C(=O)OC(C)(C)C)CC1